C(C#C)OC1=CC=C(C[C@H](N)C(=O)O)C=C1 4-propargyloxy-L-phenylalanine